N=1C=C(N2C1CCCC2)S(=O)(=O)N2CCCCC2 1-((5,6,7,8-tetrahydroimidazo[1,2-a]pyridin-3-yl)sulfonyl)piperidin